(E)-(6,10-dimethylundecane-1,5,9-trien-2-yl)cyclopropane C\C(=C/CCC(=C)C1CC1)\CCC=C(C)C